C(=O)(OC(C)(C)C)N[C@@H](C)C(=O)OC([C@@H](NC(=O)OC(C)(C)C)C)=O Boc-alanine anhydride